IC1=C(CO)C(=CC(=C1I)I)I 2,3,4,6-Tetraiodobenzyl alcohol